7-Benzyloxy-3,11-diethyl-6,8-dioxa-3,4,5,9,10,11-hexaazatridec-4,9-diene 4,10-dioxide C(C1=CC=CC=C1)OC(ON=[N+](N(CC)CC)[O-])ON=[N+](N(CC)CC)[O-]